cis-6-fluoro-4-[(2-methoxyethylamino)methyl]-1-[5-[3-methyl-1-(4-methyl-4H-1,2,4-triazol-3-yl)cyclobutyl]pyridin-3-yl]benzo[cd]indol-2(1H)-one FC=1C=2C3=C(C(N(C3=CC1)C=1C=NC=C(C1)C1(CC(C1)C)C1=NN=CN1C)=O)C=C(C2)CNCCOC